7-bromo-4-oxo-4,5-dihydro-1H-pyrido[3,2-b]indole-3-carboxylic acid ethyl ester C(C)OC(=O)C=1C(C=2NC=3C=C(C=CC3C2NC1)Br)=O